FC1=C(C=CC(=C1)F)[C@H]1N(CC[C@H](C1)NC)C(=O)N1CC2(CCCC2)[C@@H](CC1)CN1C(C=C(CC1)C1=C(C=CC=C1)OC)=O 1-(((R)-7-((2S,4R)-2-(2,4-Difluorophenyl)-4-(methylamino)piperidine-1-carbonyl)-7-azaspiro[4.5]decan-10-yl)methyl)-4-(2-methoxyphenyl)-5,6-dihydropyridin-2(1H)-one